BrC=1C(=CC(=C(C1)NC(=O)N1[C@@H]2CC=3C(=CNC(C3)=O)[C@H]1CC2)F)C(F)(F)F (6S,9R)-N-(5-bromo-2-fluoro-4-(trifluoromethyl)phenyl)-3-oxo-3,5,6,7,8,9-hexahydro-2H-6,9-epiminocyclohepta[c]pyridine-10-carboxamide